FC(/C(/NO)=N/[H])F (Z)-2,2-difluoro-N-hydroxyacetimidamide